benzoimidazole-5-carboxylic acid (3-methoxy-propyl)-amide COCCCNC(=O)C1=CC2=C(N=CN2)C=C1